(S)-1-[2-(6-Chlorobenzo[d]isoxazol-3-yl)phenyl]-2-(3-fluoro-6-methylsulfonylpyridine-2-yl)ethan-1-amine hydrochloride Cl.ClC1=CC2=C(C(=NO2)C2=C(C=CC=C2)[C@H](CC2=NC(=CC=C2F)S(=O)(=O)C)N)C=C1